N-(4-chloro-3-cyano-1H-indol-7-yl)-1-(3-methyloxetan-3-yl)pyrazole-4-sulfonamide ClC1=C2C(=CNC2=C(C=C1)NS(=O)(=O)C=1C=NN(C1)C1(COC1)C)C#N